2-(4-amino-4-phenylpiperidin-1-yl)-5-bromo-7-((2-(trimethylsilyl)ethoxy)methyl)-7H-pyrrolo[2,3-d]pyrimidine-4-carbonitrile NC1(CCN(CC1)C=1N=C(C2=C(N1)N(C=C2Br)COCC[Si](C)(C)C)C#N)C2=CC=CC=C2